C(C)(C)(C)N1CCN(CC1)C=1C=CC(=NC1)N1CCN(C2=CC=CC=C12)C1[C@@H]2CC3CC(C[C@@H]1C3)(C2)C(N)=O 4-(5-(4-(tert-butyl)piperazin-1-yl)pyridin-2-yl)-N-((1R,3S,5s,7s)-5-carbamoyladamantan-2-yl)-3,4-dihydroquinoxaline